N1=CN=C2NC=NC2=C1C=1C(=NC=CC1)NC=1C=C(C=CC1C)NC(C1=NC=C(C(=C1)C(F)(F)F)F)=O N-(3-((3-(9H-purin-6-yl)pyridin-2-yl)amino)-4-methylphenyl)-5-fluoro-4-(trifluoromethyl)picolinamide